CNC[C@@H]1N2C=3C(=C(SC3C(NC1)=O)C=1C=NNC1)OCC2 (S)-6-((methylamino)methyl)-2-(1H-pyrazol-4-yl)-4,5,7,8-tetrahydro-3-oxa-1-thia-5a,8-diazabenzo[cd]azulen-9(6H)-one